(3AS,4R,6aR)-4-(4-dihydroxyboryl-butyl)-1-((S)-pyrrolidine-2-carbonyl)octahydropyrrolo[3,4-b]pyrrole-4-carboxylic acid OB(CCCC[C@]1(NC[C@@H]2N(CC[C@@H]21)C(=O)[C@H]2NCCC2)C(=O)O)O